N-(6-(1-cyanobutyl)isoquinolin-3-yl)-1-methylpiperidine-4-carboxamide C(#N)C(CCC)C=1C=C2C=C(N=CC2=CC1)NC(=O)C1CCN(CC1)C